[C@H]12COC[C@@H]2C1NC(=O)C=1C=C(C2=C(C(CO2)C2CCOCC2)C1)C(=O)NC (+/-)-N5-((1R,5S,6r)-3-oxabicyclo[3.1.0]hexan-6-yl)-N7-methyl-3-(tetrahydro-2H-pyran-4-yl)-2,3-dihydrobenzofuran-5,7-dicarboxamide